C1(CC1)C1=NC=C2N1CCN(C2)C(=O)C2=C(OC=1N=CN=C(C12)NC1(CC1)C)C 5-{3-cyclopropyl-5h,6h,7h,8h-imidazo[1,5-a]pyrazine-7-carbonyl}-6-methyl-N-(1-methylcyclopropyl)furo[2,3-d]pyrimidin-4-amine